4-(4-cyclopropyl-3-fluorophenyl)thiazol-2-amine C1(CC1)C1=C(C=C(C=C1)C=1N=C(SC1)N)F